O[C@H](CCN1N(C(SCC1)=O)CCC1=CC=C(S1)C(=O)OC)CC1=CC(=CC=C1)C#CC1=CSC=C1 (S)-Methyl 5-(2-(4-(3-hydroxy-4-(3-(thiophen-3-ylethynyl)phenyl)butyl)-2-oxo-1,3,4-thiadiazinan-3-yl)ethyl)thiophene-2-carboxylate